(2-methyl-1-oxo-1-((5,6,7,8-tetrahydroquinolin-8-yl)amino)propan-2-yl)carbamic acid tert-butyl ester C(C)(C)(C)OC(NC(C(NC1CCCC=2C=CC=NC12)=O)(C)C)=O